CC1(N(CC(C1)CC=O)C(=O)OC(C)(C)C)C tert-butyl 2,2-dimethyl-4-(2-oxoethyl)pyrrolidine-1-carboxylate